C1(=CC=CC=C1)C=1C=CC=2N(C3=CC=C(C=C3C2C1)C1=CC=CC=C1)C1=C(C(=C(C(=N1)N1C2=CC=C(C=C2C=2C=C(C=CC12)C#N)C#N)N1C2=CC=C(C=C2C=2C=C(C=CC12)C#N)C#N)C1=CC=CC=C1)N1C2=CC=C(C=C2C=2C=C(C=CC12)C#N)C#N 9,9',9''-(6-(3,6-diphenyl-9H-carbazol-9-yl)-4-phenylpyridine-2,3,5-triyl)tris(9H-carbazole-3,6-dicarbonitrile)